(E)-2-(p-tolyl)acetaldehyde oxime C1(=CC=C(C=C1)C/C=N/O)C